FC(C1=NN=C(O1)C=1C=CC(=NC1)COC1=CC=C(C(=O)N)C=C1)F 4-((5-(5-(difluoromethyl)-1,3,4-oxadiazol-2-yl)pyridin-2-yl)methoxy)benzamide